OCCC=1C(=NOC1CCO)C=1C=CC(=C(C(=O)O)C1)OC 5-(4,5-bis(2-hydroxyethyl)isoxazol-3-yl)-2-methoxybenzoic acid